N5-[3-chloro-2-(2,4,4-trimethyl-1-piperidyl)phenyl]-N2,N2-dimethyl-thiophene-2,5-disulfonamide ClC=1C(=C(C=CC1)NS(=O)(=O)C1=CC=C(S1)S(=O)(=O)N(C)C)N1C(CC(CC1)(C)C)C